Isopropyl 6-(4-ethylphenyl)-4-methoxypicolinate C(C)C1=CC=C(C=C1)C1=CC(=CC(=N1)C(=O)OC(C)C)OC